(S)-N'-((2,6-diisopropylphenyl)carbamoyl)-6,7-dihydro-5H-pyrazolo[5,1-b][1,3]oxazine-3-sulfonimidamide C(C)(C)C1=C(C(=CC=C1)C(C)C)NC(=O)N=[S@@](=O)(N)C=1C=NN2C1OCCC2